Cl.N[C@H](C)C1=C(C(=C(C(=C1)OCC)C(C)=O)OCC)C 1-{4-[(1R)-1-aminoethyl]-2,6-diethoxy-3-methylphenyl}ethan-1-one hydrochloride